pentaerythritol tripelargonate C(CCCCCCCC)(=O)OCC(COC(CCCCCCCC)=O)(COC(CCCCCCCC)=O)CO